P1(=O)OC(O)OP(O1)=O hydroxyl-Methylene Diphosphonate